[4-(1H-imidazol-2-yl)-1-piperidinyl]-[3-(1H-indol-4-yl)-1H-indol-6-yl]methanone N1C(=NC=C1)C1CCN(CC1)C(=O)C1=CC=C2C(=CNC2=C1)C1=C2C=CNC2=CC=C1